6-[8-(imidazo[1,2-b]pyridazin-2-ylcarbamoyl)-3,4-dihydroisoquinolin-2(1H)-yl]-3-[5-methyl-1-(tricyclo[3.3.1.13,7]dec-1-ylmethyl)-1H-pyrazol-4-yl]pyridine-2-carboxylic acid N=1C(=CN2N=CC=CC21)NC(=O)C=2C=CC=C1CCN(CC21)C2=CC=C(C(=N2)C(=O)O)C=2C=NN(C2C)CC21CC3CC(CC(C2)C3)C1